2-[[7-amino-4-[3-(3-chlorophenyl)-1H-indazol-5-yl]-1-oxo-isoindolin-2-yl]methyl]prop-2-enamide NC=1C=CC(=C2CN(C(C12)=O)CC(C(=O)N)=C)C=1C=C2C(=NNC2=CC1)C1=CC(=CC=C1)Cl